3-methyl-4-((1-(methyl-d3)-1H-benzo[d][1,2,3]triazol-5-yl)oxy)aniline CC=1C=C(N)C=CC1OC1=CC2=C(N(N=N2)C([2H])([2H])[2H])C=C1